C(=C)C=1C=C(C(=O)OC(C)(C)C)C=CC1 tert-butyl 3-vinylbenzoate